n-propenyl-caprolactam C(=CC)C1C(=O)NCCCC1